N-BUTYL-2-(5-FORMYL-2-METHOXYPHENOXY)ACETAMIDE C(CCC)NC(COC1=C(C=CC(=C1)C=O)OC)=O